4-(benzyloxy)-N-(((4-nitrophenyl)thio)methyl)benzamide C(C1=CC=CC=C1)OC1=CC=C(C(=O)NCSC2=CC=C(C=C2)[N+](=O)[O-])C=C1